rac-N-((6R,7R)-2-benzyl-7-hydroxy-1-isopropyl-2-azaspiro[3.4]octan-6-yl)-4-(trifluoromethoxy)benzenesulfonamide C(C1=CC=CC=C1)N1C(C2(C1)C[C@H]([C@@H](C2)O)NS(=O)(=O)C2=CC=C(C=C2)OC(F)(F)F)C(C)C